ethyl 2-cyclopropyl-4-oxo-5H-pyrimidine-5-carboxylate C1(CC1)C=1N=CC(C(N1)=O)C(=O)OCC